1,3-thiazole-2-boronic acid S1C(=NC=C1)B(O)O